tert-butyl (3S,4S)-3-(hydroxymethyl)-4-(2-methoxyphenyl)piperidine-1-carboxylate OC[C@@H]1CN(CC[C@@H]1C1=C(C=CC=C1)OC)C(=O)OC(C)(C)C